4-[3-[2,6-Dichloro-4-[3-(difluoromethoxy)azetidin-1-yl]benzoyl]-2,4-dihydro-1,3-benzoxazin-8-yl]-5-fluoro-2-(3-oxa-8-azabicyclo[3.2.1]octan-8-yl)benzoic acid ClC1=C(C(=O)N2COC3=C(C2)C=CC=C3C3=CC(=C(C(=O)O)C=C3F)N3C2COCC3CC2)C(=CC(=C1)N1CC(C1)OC(F)F)Cl